tert-butyl (1S,2R,5R)-2-ethenyl-3,8-diazabicyclo[3.2.1]octane-8-carboxylate C(=C)[C@@H]1[C@@H]2CC[C@H](CN1)N2C(=O)OC(C)(C)C